C(C)OC(C1=C(N=C(C=C1NCC1=CC=C(C=C1)OC)Cl)C)=O 6-chloro-4-((4-methoxybenzyl)amino)-2-methylnicotinic acid ethyl ester